1-(2,3-dihydrobenzo[1,4]dioxin-2-ylmethyl)-3-methyl-3-(2,2,2-trifluoroethoxymethyl)-piperidine O1C(COC2=C1C=CC=C2)CN2CC(CCC2)(COCC(F)(F)F)C